C(C)(C)(C)OC(N[C@H](CS)C)=O N-[(1S)-1-methyl-2-sulfanyl-ethyl]carbamic acid tert-butyl ester